S(N)(OC[C@@H]1[C@H](C[C@@H](C1)NC1=NC=NC=C1C(=O)C=1SC=C(C1)[C@](C)(O)C1=CC(=CC=C1)Br)O)(=O)=O [(1R,2S,4R)-4-{[5-({4-[(1R)-1-(3-bromophenyl)-1-hydroxyethyl]-2-thienyl}carbonyl)pyrimidin-4-yl] amino}-2-hydroxycyclopentyl]methyl sulfamate